methyl N-cyclopentyl-N-(4,5-diphenylthiophene-2-carbonyl)glycinate C1(CCCC1)N(CC(=O)OC)C(=O)C=1SC(=C(C1)C1=CC=CC=C1)C1=CC=CC=C1